BrC1=C(C=C(C(=O)OCC2=CC=CC=C2)C=C1)C(=O)OC 1-benzyl 3-methyl 4-bromoisophthalate